N-((1R,2S)-2-Acrylamidocyclohexyl)-4-oxo-5-(5-(pyridazin-3-yloxy)pyridin-2-yl)-4,5-dihydro-3H-1-thia-3,5,8-triazaacenaphthylene-2-carboxamide C(C=C)(=O)N[C@@H]1[C@@H](CCCC1)NC(=O)C=1SC=2N=CC=C3N(C(NC1C23)=O)C2=NC=C(C=C2)OC=2N=NC=CC2